4-({1-[3-(5-chloro-2-methoxyphenyl)-1,2,4-oxadiazol-5-yl]-6-azaspiro[2.5]oct-6-yl}sulfonyl)-2,1,3-benzoxadiazole ClC=1C=CC(=C(C1)C1=NOC(=N1)C1CC12CCN(CC2)S(=O)(=O)C2=CC=CC1=NON=C12)OC